OCCOC(CCN(CCCN(CCC(=O)OCCO)CCC(=O)OCCO)CCC(=O)OCCO)=O Tetrakis(2-Hydroxyethyl)-3,3',3'',3'''-(propan-1,3-diylbis(azantriyl))tetrapropionat